C(C)(C)(C)OC(=O)NC(C(=O)O)CCC=CC(=O)OC 2-(tert-butoxycarbonylamino)-7-methoxy-7-oxohept-5-enoic acid